6-(6-(4,4-difluoropiperidin-1-yl)quinolin-4-ylamino)-N-(4-(2-methylpyridin-4-ylamino)phenyl)nicotinamide FC1(CCN(CC1)C=1C=C2C(=CC=NC2=CC1)NC1=NC=C(C(=O)NC2=CC=C(C=C2)NC2=CC(=NC=C2)C)C=C1)F